6-Chloro-10-methyl-1-(6-methyl-4-(trifluoromethyl)pyridin-2-yl)-5-(3-(4-methylpiperazin-1-yl)propyl)-1,3a,4,5,10,11a-hexahydro-2H-benzo[b]pyrrolo[2,3-f][1,4]diazocine-2,11(3H)-dione ClC1=CC=CC2=C1N(CC1C(C(N2C)=O)N(C(C1)=O)C1=NC(=CC(=C1)C(F)(F)F)C)CCCN1CCN(CC1)C